C(C)(=O)N1C(CCC1)CN1N=C2N(C(N(CC2=C1)C1CCN(CC1)C1=C(C=CC=C1C)F)=O)CC1=C(C=CC=C1)C(F)(F)F 2-(1-acetyl-pyrrolidin-2-ylmethyl)-5-[1-(2-fluoro-6-methyl-phenyl)-piperidin-4-yl]-7-(2-trifluoromethyl-benzyl)-2,4,5,7-tetrahydro-pyrazolo[3,4-d]pyrimidin-6-one